(3-((4-(4-amino-3-(4-phenoxyphenyl)-1H-pyrazolo[3,4-d]pyrimidin-1-yl)-[1,4'-bipiperidin]-1'-yl)methyl)azetidin-1-yl)-2-(2,6-dioxopiperidin-3-yl)isoindoline-1,3-dione NC1=C2C(=NC=N1)N(N=C2C2=CC=C(C=C2)OC2=CC=CC=C2)C2CCN(CC2)C2CCN(CC2)CC2CN(C2)C2=C1C(N(C(C1=CC=C2)=O)C2C(NC(CC2)=O)=O)=O